[Cu].C(C1=CC(OC)=C(O)C(OC)=C1)(=O)O syringic acid copper